C(C)OC1=NC2=C(N1CCNC(=O)C1CC1)C=C(C=C2)OC Cyclopropanecarboxylic acid [2-(2-ethoxy-6-methoxybenzoimidazol-1-yl)ethyl]amide